C(C(C)C(=O)[O-])(=O)[O-].[NH4+].[NH4+] ammonium isosuccinate